ClC=1C(=NC(=C(C1)F)C)NC(C=1NC(=C(N1)C)S(=O)(=N)C)C1=CC(=C(C=C1)F)F 3-chloro-N-[(3,4-difluorophenyl)-[4-methyl-5-(methylsulfonimidoyl)-1H-imidazol-2-yl]methyl]-5-fluoro-6-methylpyridin-2-amine